((S)-4-(4-fluorobenzo[d]thiazol-2-yl)-6,7-dihydro-1H-imidazo[4,5-c]pyridin-5(4H)-yl)(2-((S)-1-hydroxyethyl)-4-methyloxazol-5-yl)methanone FC1=CC=CC2=C1N=C(S2)[C@H]2N(CCC1=C2N=CN1)C(=O)C1=C(N=C(O1)[C@H](C)O)C